C(#N)C=1C2=C(SC1NC(C1=CC(=C(C=C1)OC)OC)=O)CCCC2 N-(3-cyano-4,5,6,7-tetrahydrobenzo[b]thiophen-2-yl)-3,4-dimethoxybenzamide